[N+](=O)([O-])C1=CC=C(C(=O)O[C@H]2C=3N(CC[C@H]2NC(=O)OC(C)(C)C)N=C(C3)COC)C=C1 |r| rac-(4R,5R)-5-((tert-butoxycarbonyl)amino)-2-(methoxymethyl)-4,5,6,7-tetrahydropyrazolo[1,5-a]pyridin-4-yl 4-nitrobenzoate